[4-[4-[6-chloro-4-(trifluoromethyl)-2-pyridyl]piperazin-1-yl]sulfonylphenyl]-3-piperazin-1-yl-benzamide ClC1=CC(=CC(=N1)N1CCN(CC1)S(=O)(=O)C1=CC=C(C=C1)C1=C(C(=O)N)C=CC=C1N1CCNCC1)C(F)(F)F